Cyanomethyl-[(3-{2-bromo-4-fluoro-5-[3-methyl-2,6-dioxo-4-(trifluoromethyl)-3,6-dihydropyrimidin-1(2H)-yl]phenoxy}pyridin-2-yl)oxy]acetat C(#N)COC(COC1=NC=CC=C1OC1=C(C=C(C(=C1)N1C(N(C(=CC1=O)C(F)(F)F)C)=O)F)Br)=O